N-[[6-[4-(1-Methylbutyl)piperazin-1-yl]-2-pyridyl]sulfonyl]-2-(2,2,4-trimethylpyrrolidin-1-yl)pyridin-3-carboxamid CC(CCC)N1CCN(CC1)C1=CC=CC(=N1)S(=O)(=O)NC(=O)C=1C(=NC=CC1)N1C(CC(C1)C)(C)C